NCCCCCCNC(C1=C(C=C(C=C1)NC=1C=2N(C=CN1)C(=CN2)C=2C(=NN(C2)CC#N)C(F)(F)F)CC)=O N-(6-aminohexyl)-4-[[3-[1-(cyanomethyl)-3-(trifluoromethyl)pyrazol-4-yl]imidazo[1,2-a]pyrazin-8-yl]amino]-2-ethylbenzamide